C(=O)(O)C1=C(C=C(C=C1)C1=C(C=C(C(=C1)F)F)F)N1C(C2=CC=CC=C2C1=O)=O 2-(4-Carboxy-2',4',5'-trifluoro[1,1'-biphenyl]-3-yl)-1,3-dioxo-2,3-dihydro-1H-isoindole